FC1=C(CNS(=O)(=O)C2=CC=C(C)C=C2)C=CC(=C1)F N-(2,4-difluorobenzyl)-p-toluenesulfonamide